FC=1C=C(C(=O)NO)C=C(C1CN1N=NN=C1C=1OC=CC1)F 3,5-difluoro-4-[[5-(2-furyl)tetrazol-1-yl]methyl]benzohydroxamic acid